C(#N)C=1C=CC(=NC1)NCCC(=O)NC1=CC(=CC=C1)OC[C@H]1N(CCC1)C=1C=NNC(C1C(F)(F)F)=O 3-[(5-cyanopyridin-2-yl)amino]-N-(3-[[(2S)-1-[6-oxo-5-(trifluoromethyl)-1,6-dihydropyridazin-4-yl]pyrrolidin-2-yl]methoxy]phenyl)propanamide